CN(CCN(C=1C(=CC(=C(C1)OC)NC1=NC=CC(=N1)C1=CN(C2=CC=CC=C12)C)N)C)C N-(2-(dimethylamino)ethyl)-5-methoxy-N-methyl-N4-(4-(1-methyl-1H-indol-3-yl)pyrimidin-2-yl)benzene-1,2,4-triamine